(S)-2-methyl-2,3,4,5-tetrahydropyrido[2,3-f][1,4]oxazepin-7-ol, hydrochloride Cl.C[C@@H]1OC2=C(CNC1)N=C(C=C2)O